Cl.ClC=1C(=C(N2N=C(N=CC21)NC2C(CNCC2)O)C2(CCC2)CC)C#N 5-chloro-7-(1-ethylcyclobutyl)-2-{[3-hydroxypiperidin-4-yl]amino}pyrrolo[2,1-f][1,2,4]triazine-6-carbonitrile hydrochloride